C1(CCC1)N1C(C(N(C=C1)CC=1SC(=NN1)C1=C(C=CC=C1)F)=O)=O 1-cyclobutyl-4-((5-(2-fluorophenyl)-1,3,4-thiadiazol-2-yl)methyl)-1,4-dihydropyrazine-2,3-dione